(5-fluoro-6-(3-fluorooxetan-3-yl)pyridin-2-yl)-2-isopropyl-6-(1,2,3,4-tetrahydroisoquinolin-7-ylamino)-1H-pyrazolo[3,4-d]pyrimidin-3(2H)-one FC=1C=CC(=NC1C1(COC1)F)N1N(C(C=2C1=NC(=NC2)NC2=CC=C1CCNCC1=C2)=O)C(C)C